Triglycidyl-(p-aminophenol) C(C1CO1)C=1C(=C(C(=C(C1)O)CC1CO1)CC1CO1)N